BrC=1C=NC=CC1OC 3-bromo-4-methoxy-pyridine